N1CCC(CCC1)CNC1=NN(C(=C1)C1=CC(=C(C#N)C=C1)F)C1=CC=C(C=C1)N1CCN(CC1)CCO 4-(3-((azepan-4-ylmethyl)amino)-1-(4-(4-(2-hydroxyethyl)piperazin-1-yl)phenyl)-1H-pyrazol-5-yl)-2-fluorobenzonitrile